ethyl 2-[(17S)-19-fluoro-14-hydroxy-3,20-dimethyl-15-oxo-16-azatetracyclo[16.3.1.1^{9,13}.0^{2,7}]tricosa-1(22),2(7),3,5,9,11,13(23),18,20-nonaen-17-yl]acetate FC1=C2[C@@H](NC(C(C=3C=CC=C(CC=4C=CC=C(C4C(C=C1C)=C2)C)C3)O)=O)CC(=O)OCC